CC=1C(=C(C(=O)OCCCCC)C=CC1N)C amyl dimethyl-para-aminobenzoate